S(=O)(=O)(OC[C@](CCCC)(C)NC(C1=NC=C(C=C1Br)F)=O)[O-].[Na+] Sodium (R)-2-(3-bromo-5-fluoropicolinamido)-2-methylhexyl sulfate